N-(2-(4,4,5,5-tetramethyl-1,3,2-dioxaborolan-2-yl)phenyl)acetamide CC1(OB(OC1(C)C)C1=C(C=CC=C1)NC(C)=O)C